N-((5-(5-(difluoromethyl)-1,3,4-oxadiazol-2-yl)pyridin-2-yl)methyl)-1-ethyl-3-fluoro-N-phenylazetidine-3-carboxamide FC(C1=NN=C(O1)C=1C=CC(=NC1)CN(C(=O)C1(CN(C1)CC)F)C1=CC=CC=C1)F